(Z)-3-fluoro-4-(2-isopropylpyridin-3-ylsulfonyl)but-2-en-1-amine F\C(=C/CN)\CS(=O)(=O)C=1C(=NC=CC1)C(C)C